2-(cyclobutylamino)-N-(2-hydroxy-3-{5-methyl-1H,2H,3H,4H,5H-pyrido[4,3-b]indol-2-yl}propyl)-6-(4-methylpiperazin-1-yl)pyridine-4-carboxamide C1(CCC1)NC1=NC(=CC(=C1)C(=O)NCC(CN1CC2=C(N(C=3C=CC=CC23)C)CC1)O)N1CCN(CC1)C